C(C1=CC=CC=C1)NC(=O)C=1OC(=CC1)[N+](=O)[O-] N2-benzyl-5-nitro-2-furamide